Br.BrC=1NC2=CC=CC=C2C1CCN(C)C 2-(2-bromo-1H-indol-3-yl)-N,N-dimethylethan-1-amine hydrobromide salt